C(CCC)SNCCC1=CC=CC=C1 butylthiophenethylamine